6-[[(2R,3R,4S,5S)-3-(3,4-difluoro-2-methoxy-phenyl)-4,5-dimethyl-5-(trifluoromethyl)tetrahydrofuran-2-carbonyl]amino]pyrimidine-4-carboxamide FC=1C(=C(C=CC1F)[C@@H]1[C@@H](O[C@@]([C@H]1C)(C(F)(F)F)C)C(=O)NC1=CC(=NC=N1)C(=O)N)OC